[Cl-].C(CCCCCCCCCCC)OCC(C[N+](C)(C)C)O N-(dodecyloxy-2-hydroxypropyl)-trimethylammonium chloride